2-(4-fluoro-2,6-diisopropylphenyl)-N-(3-(2-hydroxypropan-2-yl)-5-morpholinophenylsulfonyl)acetamide FC1=CC(=C(C(=C1)C(C)C)CC(=O)NS(=O)(=O)C1=CC(=CC(=C1)N1CCOCC1)C(C)(C)O)C(C)C